N-(3-chloro-5-(trifluoromethyl)phenyl)-1-fluoro-6,7,8,9-tetrahydro-5H-5,8-epiminocyclohepta[c]pyridine-10-carboxamide ClC=1C=C(C=C(C1)C(F)(F)F)NC(=O)N1C2CCC1CC=1C(=NC=CC12)F